C1(CC1)C1=NSC(=N1)C1=NN=C2N1CCN(C2CCN(C)C)C(=O)C2=CC=C(C=C2)F (3-(3-Cyclopropyl-1,2,4-thiadiazol-5-yl)-8-(2-(dimethylamino)ethyl)-5,6-dihydro-[1,2,4]triazolo[4,3-a]pyrazin-7(8H)-yl)(4-fluorophenyl)methanone